N-α-benzoyl-DL-arginine 4-nitroanilide hydrochloride C1=CC=C(C=C1)C(=O)NC(CCCN=C(N)N)C(=O)NC2=CC=C(C=C2)[N+](=O)[O-].Cl